3-(5-(5-(2-fluoroethoxy)-2-(1-methyl-1H-pyrazol-4-yl)-7H-pyrrolo[2,3-d]pyrimidin-4-yl)pyridin-2-yl)-6-((6-methoxypyridin-3-yl)methyl)-3,6-diazabicyclo[3.1.1]heptane FCCOC1=CNC=2N=C(N=C(C21)C=2C=CC(=NC2)N2CC1N(C(C2)C1)CC=1C=NC(=CC1)OC)C=1C=NN(C1)C